10,10',11,11'-Tetrahydro-bi-5H-dibenzo[a,d]cyclohepten C1(=CC=CC=2CC3=C(CCC21)C=CC=C3)C3=CC=CC=2CC1=C(CCC23)C=CC=C1